N1=C(C=CC=C1)NN=CC(=O)O 2-[2-(pyridin-2-yl)-hydrazin-1-ylidene]-acetic acid